Lithium bis(oxalat) borat B([O-])(O)O.C(C(=O)O)(=O)O.C(C(=O)O)(=O)O.[Li+]